aza-adenine N1=NN=C2N=CNC2=C1N